4-(2-(2-(3-((trans-4-hydroxycyclohexyl)amino)-3-oxopropyl)-5-methyl-1,2,3,4-tetrahydroisoquinolin-7-yl)-5H-pyrrolo[2,3-b]pyrazin-7-yl)-N,N,2-trimethylbenzamide O[C@@H]1CC[C@H](CC1)NC(CCN1CC2=CC(=CC(=C2CC1)C)C=1N=C2C(=NC1)NC=C2C2=CC(=C(C(=O)N(C)C)C=C2)C)=O